FC=1C(=NC=CC1I)CNC(OC(C)(C)C)=O Tertbutyl ((3-fluoro-4-iodopyridin-2-yl)methyl)carbamate